1-(N-pyrrolidinyl)-3-methylenehepta-4,6-diene N1(CCCC1)CCC(C=CC=C)=C